5-bromo-N-[4-chloro-2-methyl-6-(methylcarbamoyl)phenyl]-2-ethyl-pyrazole-3-carboxamide BrC=1C=C(N(N1)CC)C(=O)NC1=C(C=C(C=C1C(NC)=O)Cl)C